BrC=1C=CC2=C(CC3(CC=4N2C(=NN4)[C@@H]4CC[C@H](CC4)C(F)(F)F)OCCO3)C1 8'-Bromo-1'-[trans-4-(trifluoromethyl)cyclohexyl]-4'H,6'H-spiro[1,3-dioxolan-2,5'-[1,2,4]triazolo[4,3-a][1]benzazepin]